2-(3-chloro-6-fluoro-1H-indol-5-yl)-N-(6-(((6-Cyclopropylimidazo[1,2-a]pyridin-2-yl)methyl)amino)pyrimidin-4-yl)acetamide ClC1=CNC2=CC(=C(C=C12)CC(=O)NC1=NC=NC(=C1)NCC=1N=C2N(C=C(C=C2)C2CC2)C1)F